tert-Butyl (2-(pyrazine-2-carboxamido)ethyl)carbamate N1=C(C=NC=C1)C(=O)NCCNC(OC(C)(C)C)=O